O=C([C@H](O)[C@@H](O)[C@H](O)[C@H](O)CO)[O-].[Ca+2].O=C([C@H](O)[C@@H](O)[C@H](O)[C@H](O)CO)[O-] calcium gluconate